FC(CN(C1=NC(NC2=CC=CC(=C12)F)=O)C1=C(C(=NC=C1)C#CC(C)(C)O)F)F 4-[2,2-difluoroethyl-[3-fluoro-2-(3-hydroxy-3-methyl-but-1-ynyl)-4-pyridyl]amino]-5-fluoro-1H-quinazolin-2-one